C(#N)C1=C(C=C(CNC(=O)C2=NN(C=3C(N(CCC32)CC3(CC3)S(=O)(=O)C3CC3)=O)C)C=C1)OC N-(4-Cyano-3-methoxybenzyl)-6-((1-(cyclopropylsulfonyl)cyclopropyl)methyl)-1-methyl-7-oxo-4,5,6,7-tetrahydro-1H-pyrazolo[3,4-c]pyridine-3-carboxamide